1-allyloxy-4-hydroxyanthraquinone C(C=C)OC1=CC=C(C=2C(C3=CC=CC=C3C(C12)=O)=O)O